C1(CC1)[C@@H]1CN(C[C@@H](O1)C=1C=NN(C1)COC)S(=O)(=O)C1=CC=C(C=C1)C (2R,6S)-2-cyclopropyl-6-[1-(methoxymethyl)pyrazol-4-yl]-4-(p-tolylsulfonyl)morpholine